5-chloro-6-[(2-iminopyrrolidin-1-yl)methyl]pyrimidine-2,4(1h,3h)-dione ClC=1C(NC(NC1CN1C(CCC1)=N)=O)=O